3-(((6-(trifluoromethyl)pyridin-2-yl)oxy)benzyl)-2,7-diazaspiro[3.5]nonane-7-carboxylate FC(C1=CC=CC(=N1)OC(C1=CC=CC=C1)C1NCC12CCN(CC2)C(=O)[O-])(F)F